2-(6-cyclopropyl-7-methoxyimidazo[1,2-b]pyridazin-2-yl)propan-2-ol C1(CC1)C=1C(=CC=2N(N1)C=C(N2)C(C)(C)O)OC